BrC1=C(SC2=C1OC(=C(C2=O)C)C2=CC=C(C=C2)OC)C 3-Bromo-5-(4-methoxyphenyl)-2,6-dimethyl-7H-thieno[3,2-b]pyran-7-one